ClC1=NC(=CC2=C1CNC2=O)C2(CC2)C 4-chloro-6-(1-methylcyclopropyl)-2,3-dihydro-1H-pyrrolo[3,4-c]pyridin-1-one